ethyl 4-(2-(4-chlorophenoxy)-2-methylpropanamido)benzo[b]thiophene-2-carbimidate ClC1=CC=C(OC(C(=O)NC2=CC=CC=3SC(=CC32)C(OCC)=N)(C)C)C=C1